CS(=O)(=O)CC1CN(C1)C(=O)O[C@@H]1CC[C@H](CC1)C(N(C[C@@H]1CC[C@H](CC1)C1=NC(=C(C=C1)OC)C)C1=NC=CC(=C1)C=1N=C(OC1)C1CC1)=O trans-4-((4-(2-Cyclopropyloxazol-4-yl)pyridine-2-yl)((trans-4-(5-methoxy-6-methylpyridin-2-yl)cyclohexyl)methyl)carbamoyl)cyclohexyl 3-((methylsulfonyl)methyl)azetidine-1-carboxylate